N-(2-(1-(2-(4-methyl-2-oxo-1,2-dihydroquinolin-6-yl)acetyl)piperidin-4-yl)ethyl)quinoline-2-carboxamide CC1=CC(NC2=CC=C(C=C12)CC(=O)N1CCC(CC1)CCNC(=O)C1=NC2=CC=CC=C2C=C1)=O